monoethanolamine dodecylbenzenesulfonate C(CCCCCCCCCCC)OS(=O)(=O)C1=CC=CC=C1.C(O)CN